O1COC=2C=CC3=C(C=CN=C3C21)O [1,3]dioxolo[4,5-h]quinolin-6-ol